ClC1=C(C=CC(=C1)Cl)N1CCN(CC1)CC=1C=C2C(N(C(C2=CC1)=O)C1C(NC(CC1)=O)=O)=O 5-((4-(2,4-dichlorophenyl)piperazin-1-yl)methyl)-2-(2,6-dioxopiperidin-3-yl)isoindoline-1,3-dione